C(CCCCCC(C)(C)C)(=O)O neodecanoic acid